(R)-2-amino-6-[2-(morpholin-4-yl)acetamido]hexanoic acid N[C@@H](C(=O)O)CCCCNC(CN1CCOCC1)=O